5-methyl-N-(5-((1r,3r)-3-(4-(trifluoromethyl)phenyl)cyclobutoxy)-1H-indol-3-yl)-1,3,4-thiadiazole-2-carboxamide CC1=NN=C(S1)C(=O)NC1=CNC2=CC=C(C=C12)OC1CC(C1)C1=CC=C(C=C1)C(F)(F)F